NC1=NC=2C=C(C=C3OC[C@@H](N1C23)CCCNC(OCC2=CC=CC=C2)=O)C(N)=O (S)-benzyl (3-(2-amino-7-carbamoyl-3,4-dihydro-5-oxa-1,2a-diazaacenaphthylen-3-yl)propyl)carbamate